tert-butyl 4-((4-(4-(2,4-dioxotetrahydropyrimidin-1(2H)-yl)-1H-indol-1-yl)cyclohexyl)methyl)piperazine-1-carboxylate O=C1N(CCC(N1)=O)C1=C2C=CN(C2=CC=C1)C1CCC(CC1)CN1CCN(CC1)C(=O)OC(C)(C)C